FC=1C(=C(C=CC1F)[C@H]1[C@@H](O[C@]([C@H]1C)(C(F)(F)F)C)C(=O)NC1=CC([N+](C=C1)=O)C(=O)N)O 4-[[(2R,3S,4S,5R)-3-(3,4-difluoro-2-hydroxy-phenyl)-4,5-dimethyl-5-(trifluoromethyl)tetrahydrofuran-2-carbonyl]amino]-1-oxo-pyridin-1-ium-2-carboxamide